N1CC(C1)S(=O)(=O)/C=C/[C@H](C)NC(=O)C1(CCN(CC1)S(=O)(=O)C1=C(C=C(C=C1)Br)C1=C(C=CC=C1)Cl)F (S,E)-N-(4-(azetidin-3-ylsulfonyl)but-3-en-2-yl)-1-((5-bromo-2'-chloro-[1,1'-biphenyl]-2-yl)sulfonyl)-4-fluoropiperidine-4-carboxamide